Benzyl (2R,4S)-2-(tert-butyl)-5-oxo-4-((1-phenylcyclohexyl)methyl)oxazolidine-3-carboxylate C(C)(C)(C)[C@H]1OC([C@@H](N1C(=O)OCC1=CC=CC=C1)CC1(CCCCC1)C1=CC=CC=C1)=O